ClC=1N=C(N2N=C(N=CC21)N[C@@H]2[C@H](CN(CC2)C(=O)OC(C)(C)C)F)CC(C)C tert-butyl (3S,4S)-4-{[5-chloro-7-(2-methylpropyl)imidazo[4,3-f][1,2,4]triazin-2-yl]amino}-3-fluoropiperidine-1-carboxylate